CC(C)(S(=O)NCC1=CC(=CN1S(=O)(=O)C1=CC=C(C)C=C1)C1=CC(=CC=2C=COC21)COC2=C(C=CC=C2)CC(=O)OCC)C ethyl 2-(2-((7-(5-((1,1-dimethylethylsulfinamido)methyl)-1-tosyl-1H-pyrrol-3-yl)benzofuran-5-yl)methoxy)phenyl)acetate